CN1CC(C1)(C)C(C=1C=C(C=CC1)CC[C@@H](O)C1=CC=CC=C1)(C1=CC=C(C=C1)OC(F)(F)F)O (1R)-3-(3-((1,3-dimethylazetidin-3-yl)(hydroxy)(4-(trifluoromethoxy)phenyl)methyl)phenyl)-1-phenylpropan-1-ol